COC1=CC(=CC2=C1O[C@H]([C@@H](O2)C)C=2C=NC(=CC2)OC)CO |r| (+/-)-((trans)-8-methoxy-2-(6-methoxypyridin-3-yl)-3-methyl-2,3-dihydrobenzo[b][1,4]dioxin-6-yl)methanol